FC(C1=CC=C(C=C1)[Si](OC)(OC)Cl)(F)F 4-(trifluoromethyl)phenylchlorodimethoxysilane